C([C@@H](O)[C@@H](O)[C@H](O)[C@H](O)CO)O |r| DL-mannitol